CNC(C1=CC(=CC=C1)C1=NC=C(C=C1)C)=O N-methyl-3-(5-methyl-2-pyridyl)Benzamide